N(=[N+]=[N-])CCOCCOCCOCCOCCOCCOCC(=O)N1CC2(CN(C2)C(=O)OC(C)(C)C)C1 tert-butyl 6-(20-azido-3,6,9,12,15,18-hexaoxaicosanoyl)-2,6-diazaspiro[3.3]heptane-2-carboxylate